3-(4'-fluoro-1,1'-biphenyl-3-yl)oxycarbonyl-2,4-di(2-methoxyphenyl)cyclobutane-1-carboxylic acid FC1=CC=C(C=C1)C1=CC(=CC=C1)OC(=O)C1C(C(C1C1=C(C=CC=C1)OC)C(=O)O)C1=C(C=CC=C1)OC